CC=1C(=NON1)[C@]1(NC(NC1=O)=O)CNC(=O)C=1C(=CC=CC1)C1=CC=C(C=C1)C(F)(F)F |r| rac-N-{[4-(4-methyl-1,2,5-oxadiazol-3-yl)-2,5-dioxoimidazolidin-4-yl]methyl}-4'-(trifluoromethyl)[biphenyl]-2-carboxamide